8-(2-amino-6-((R)-1-(4-chloro-2-(5,6-dihydro-2H-pyran-3-yl)phenyl)-2,2,2-trifluoroethoxy)pyrimidine-4-yl)-2-azaspiro[4.5]dec-7-ene-3-carboxylic acid hydrochloride Cl.NC1=NC(=CC(=N1)C1=CCC2(CC(NC2)C(=O)O)CC1)O[C@@H](C(F)(F)F)C1=C(C=C(C=C1)Cl)C=1COCCC1